2,2-dimethyl-2,3-dihydro-1H-indene-5-acrylaldehyde CC1(CC2=CC=C(C=C2C1)C=CC=O)C